C(CCC)C1N(S(C2=C(N(C1)C1=CC=CC=C1)C=C(C(=C2)OCC(C(=O)OC)(C)C)SCC)(=O)=O)C methyl 3-((3-butyl-7-(ethylthio)-2-methyl-1,1-dioxido-5-phenyl-2,3,4,5-tetrahydro-1,2,5-benzothiadiazepin-8-yl)oxy)-2,2-dimethylpropanoate